[4-benzyloxy-1-(4-fluoro-3-methyl-phenyl)-2-(2-hydroxy-2-methyl-propyl)indol-3-yl]cyclobutanecarboxylic acid C(C1=CC=CC=C1)OC1=C2C(=C(N(C2=CC=C1)C1=CC(=C(C=C1)F)C)CC(C)(C)O)C1(CCC1)C(=O)O